C(C=C)(=O)OCCCCCCCC(C)C isodecanol acrylate